OCCS(=O)(=O)CC1(COC1)CCCC(C([2H])([2H])[2H])(C(=O)NNC)C=1C=C(C=CC1)C[C@@H](C(=O)OC)C methyl (2S)-3-(3-(5-(3-(((2-hydroxyethyl)sulfonyl)methyl)oxetan-3-yl)-2-(2-methylhydrazine-1-carbonyl)-pentan-2-yl-1,1,1-d3)phenyl)-2-methylpropanoate